N1=CC(=CC=2CSCCC12)NC1=NC(=NC=C1)NC1=CC(=C(C=C1)OCCCN1CCCCC1)OC 4-(7,8-dihydro-5H-6-thia-1-azanaphth-3-ylamino)-2-[3-methoxy-4-(3-piperidinopropoxy)phenylamino]pyrimidine